C(#N)C1=C(C=C(C=C1)OC)C1=CC=2NC(N(C(C2S1)=O)C=1C2=C(C=NC1)C=C(S2)C(=O)OCC)=O ethyl 7-[6-(2-cyano-5-methoxy-phenyl)-2,4-dioxo-1H-thieno[3,2-d]pyrimidin-3-yl]thieno[3,2-c]pyridine-2-carboxylate